C(#N)C(CC(C(=O)O)S(=O)(=O)O)(C)C(=O)S(=O)(=O)OCCCCCCCCCCCC 4-cyano-4-(dodecyl-sulfocarbonyl)-sulfovaleric acid